OC1CC(NC=C1)C(=O)[O-] 4-hydroxytetrahydropicolinate